ClC1=C(C=C2C(NC(NC2=C1SC[C@H](CO)OC1=NC=CC=C1)=O)=O)C(F)(F)F (S)-7-chloro-8-((3-hydroxy-2-(pyridin-2-yloxy)propyl)thio)-6-(trifluoromethyl)quinazoline-2,4(1H,3H)-dione